COC1=C(C=C(C=C1)C)C(C(=O)OC)=O methyl 2-(2-methoxy-5-methylphenyl)-2-oxoacetate